Cl.Cl.NCC1(CCN(CC1)C1=CN=C2C(=N1)NN=C2N2CCCC1=NC=CC=C21)CN 1-[4-(aminomethyl)-1-[3-(1,2,3,4-tetrahydro-1,5-naphthyridin-1-yl)-1H-pyrazolo[3,4-b]pyrazin-6-yl]piperidin-4-yl]methanamine dihydrochloride